1,3-bis(3,6-difluoro-9H-carbazol-9-yl)-2-propanol FC=1C=CC=2N(C3=CC=C(C=C3C2C1)F)CC(CN1C2=CC=C(C=C2C=2C=C(C=CC12)F)F)O